COC1=NC=C(C=C1)C=1N(C2=NC=NC(=C2N1)N1CCNCC1)C 2-methoxy-5-(9-methyl-6-(piperazin-1-yl)-9H-purin-8-yl)pyridine